C(C(C)C)OC(C=C)=O isoButylacrylat